BrC1=CC=CC=2SC(=CC21)NC(OC(C)(C)C)=O tert-Butyl (4-bromobenzo[b]thiophen-2-yl)carbamate